N1C=NC(=C1)C1N(C(CNC1C)C)C1=NC(=NC=C1)C1=CN=C2N1C=C(N=C2)Br 3-(4-(2-(1H-imidazol-4-yl)-3,6-dimethylpiperazin-1-yl)pyrimidin-2-yl)-6-bromoimidazo[1,2-a]pyrazine